N-(2-aminoethyl)-1-(2-((1R,3S,5R)-3-((6-bromo-3-methylpyridin-2-yl)carbamoyl)-5-methyl-2-azabicyclo[3.1.0]hexan-2-yl)-2-oxoethyl)-5-(2-methylpyrimidin-5-yl)-1H-indazole-3-carboxamide NCCNC(=O)C1=NN(C2=CC=C(C=C12)C=1C=NC(=NC1)C)CC(=O)N1[C@@H]2C[C@@]2(C[C@H]1C(NC1=NC(=CC=C1C)Br)=O)C